CN1N=NC(=C1C=1C=C2C(=NC1)C1=C(N2C(C2CCOCC2)C2=C(C=CC=C2)F)C=C(N1C)C(C)(C)O)C 2-(6-(1,4-dimethyl-1H-1,2,3-triazol-5-yl)-4-((2-fluorophenyl)(tetrahydro-2H-pyran-4-yl)methyl)-1-methyl-1,4-dihydropyrrolo[2',3':4,5]pyrrolo[3,2-b]pyridin-2-yl)propan-2-ol